C(#N)C=1C(=NC(=NC1)NC1=C(C=C(C(=C1)C)N1CCC(CC1)N1CCCC1)NC(C=C)=O)NC1=C(C=CC=C1)OC(C)C N-(2-((5-cyano-4-((2-isopropoxyphenyl)amino)pyrimidin-2-yl)amino)-4-methyl-5-(4-(pyrrolidin-1-yl)piperidin-1-yl)phenyl)acrylamide